2-phenylthiazole-4-carboxylic acid ethyl ester C(C)OC(=O)C=1N=C(SC1)C1=CC=CC=C1